(E)-3-(3-(2,6-dimethylphenyl)-5-fluoro-2-methyl-4-oxo-3,4-dihydroquinazolin-6-yl)-N-hydroxyacrylamide CC1=C(C(=CC=C1)C)N1C(=NC2=CC=C(C(=C2C1=O)F)/C=C/C(=O)NO)C